1-ethyl-8-(1-(oxetan-3-yl)-1H-pyrazolo[3,4-b]pyrazin-6-yl)-3-(2-(trifluoromethyl)pyridin-4-yl)-1,3,8-triazaspiro[4.5]decane-2,4-dione C(C)N1C(N(C(C12CCN(CC2)C2=CN=C1C(=N2)N(N=C1)C1COC1)=O)C1=CC(=NC=C1)C(F)(F)F)=O